4-pyridylmethylcarbinol N1=CC=C(C=C1)CCO